N,N'-diphenyl-N,N'-bis(4-isopropylphenyl)chrysene-6,12-diamine C1(=CC=CC=C1)N(C=1C=C2C=3C=CC=CC3C(=CC2=C2C=CC=CC12)N(C1=CC=C(C=C1)C(C)C)C1=CC=CC=C1)C1=CC=C(C=C1)C(C)C